CC(C(=O)NCC1=NC=CC=C1SC)(C)NC(OC(C)(C)C)=O tert-Butyl (2-methyl-1-(((3-(methylthio)pyridin-2-yl)methyl)amino)-1-oxoprop-2-yl)carbamate